4-cyano-2,2'-bipyridine C(#N)C1=CC(=NC=C1)C1=NC=CC=C1